N[C@@](CSC=1C=CC(=C(C1)O)OC)(CCCC)CC (R)-5-((2-amino-2-ethylhexyl)thio)-2-methoxyphenol